ClC1=NC=CC=C1[C@H](C)N1N=CC=2C1=NC(=CN2)NC2=NNC(=C2)C (S)-1-(1-(2-chloropyridin-3-yl)ethyl)-N-(5-methyl-1H-pyrazol-3-yl)-1H-pyrazolo[3,4-b]pyrazin-6-amine